BrC1=CC=C(C2=C1N(C(=N2)N)C)F 7-bromo-4-fluoro-1-methyl-benzimidazol-2-amine